5-(4,4,5,5-tetramethyl-1,3,2-dioxaborol-2-yl)-2H-indazole CC1(OB(OC1(C)C)C1=CC2=CNN=C2C=C1)C